C1(=CC=C(C=C1)C1=CC=2NC3=CC(=CC=C3C2C=C1)C1=CC=C(C=C1)C)C 2,7-di-p-tolyl-9H-carbazole